C(C)(=O)OCC(CC1=C(N(C2=CC=C(C=C12)Br)CC)C=1C(=NC=C(C1)N1C[C@@H]2N(CC1)CCCC2)[C@H](C)OC)(C)C 3-(5-bromo-1-ethyl-2-(2-((S)-1-methoxyethyl)-5-((R)-octahydro-2H-pyrido[1,2-a]pyrazin-2-yl)pyridin-3-yl)-1H-indol-3-yl)-2,2-dimethylpropyl acetate